P(OC1=CC=CC=C1)(OC1=CC=CC=C1)O Diphenyl hydrogen phosphite